C(C(C)C)NC=1C2=C(N=CN1)N=C(S2)S(=O)(=O)C N-isobutyl-2-methylsulfonyl-thiazolo[4,5-d]pyrimidin-7-amine